cis-5-methyl-N-(4-methyl-3-(pyrimidin-2-yl)phenyl)-1-(pyrimidin-2-yl)piperidine-2-carboxamide C[C@@H]1CC[C@@H](N(C1)C1=NC=CC=N1)C(=O)NC1=CC(=C(C=C1)C)C1=NC=CC=N1